OC1=C(C=C(C=C1)C1(CCCCC1)C1=CC(=C(C=C1)O)C)C 1,1-bis-(4-hydroxy-3-methylphenyl)cyclohexane